COC1=C(C(=C2C(=C1)OC(=CC2=O)C3=CC=C(C=C3)O)OC)O The molecule is a dimethoxyflavone that is the 5,7-dimethyl ether derivative of scutellarein. It is a dihydroxyflavone and a dimethoxyflavone. It derives from a scutellarein.